imidazole compound with 3-methacryloyloxypropyltrimethoxysilane C(C(=C)C)(=O)OCCC[Si](OC)(OC)OC.N1C=NC=C1